3-[(4-hydroxy-1-{[(3R,4R)-1-(3-phenoxybenzoyl)-3-phenylpiperidin-4-yl]carbonyl}piperidin-4-yl)methyl]-7-methyl-3,7-dihydro-4H-pyrrolo[2,3-d]pyrimidin-4-one OC1(CCN(CC1)C(=O)[C@H]1[C@@H](CN(CC1)C(C1=CC(=CC=C1)OC1=CC=CC=C1)=O)C1=CC=CC=C1)CN1C=NC2=C(C1=O)C=CN2C